COC=1C(=C2C=CNC2=C(C1)C)CN1C(CCCC1)C1=C(C=C(C(=O)O)C=C1)NC 4-(1-((5-Methoxy-7-methyl-1H-indol-4-yl)methyl)piperidin-2-yl)-3-(methylamino)benzoic acid